1-((methyl(1-methylazetidin-3-yl)carbamoyl)oxy)-3-(palmitoyloxy)propan-2-yl oleate C(CCCCCCC\C=C/CCCCCCCC)(=O)OC(COC(N(C1CN(C1)C)C)=O)COC(CCCCCCCCCCCCCCC)=O